(2R,6S)-4-(3-(1,3-dioxolan-2-yl)phenyl)-2,6-dimethylpiperazine-1-carboxylic acid tert-butyl ester C(C)(C)(C)OC(=O)N1[C@@H](CN(C[C@@H]1C)C1=CC(=CC=C1)C1OCCO1)C